C(C)(C)(C)C(C(C(O)C(C)(C)C)O)O di-tertbutyl-glycerol